N1(CCNCCC1)CC1=CC=C(C=C1)NC1=NC=CC(=N1)NC1=NC(=NC=C1)C1=NC(=CC=C1)C N2-[4-(1,4-diazepan-1-ylmethyl)phenyl]-N4-[2-(6-methyl-2-pyridyl)pyrimidin-4-yl]pyrimidine-2,4-diamine